CC1(CCC(CC1)C1=CC=C(C=C1)NC1CCC(CC1)C(=O)NC1CCN(CC1)C)C 4-((4-(4,4-dimethylcyclohexyl)phenyl)amino)-N-(1-methylpiperidin-4-yl)cyclohexane-1-carboxamide